tert-butyl N-[(2S)-2-hydroxypropyl]carbamate O[C@H](CNC(OC(C)(C)C)=O)C